(2,4-dichlorophenoxy) acetoxythioacetimidate C(C)(=O)OCC(SOC1=C(C=C(C=C1)Cl)Cl)=N